zinc(II) trifluoromethanesulfonate FC(S(=O)(=O)[O-])(F)F.[Zn+2].FC(S(=O)(=O)[O-])(F)F